C(C)(C)(C)OC(=O)N1CC(OCC1)C#CC=1C(=NC=C(C1Br)F)N.COC=1C=C2C(=NC=NC2=CC1OCC1CCN(CC1)CCOC)C1=CC=C(C=C1)NC(C)=O N-(4-(6-methoxy-7-((1-(2-methoxyethyl)piperidin-4-yl)methoxy)quinazolin-4-yl)phenyl)acetamide tert-butyl-2-[2-(2-amino-4-bromo-5-fluoropyridin-3-yl)ethynyl]morpholine-4-carboxylate